N-(5-(5-(difluoromethyl)-1,2,4-oxadiazol-3-yl)-2,3-dihydro-1H-inden-1-yl)-2-ethyl-5-methyl-2H-1,2,3-triazole-4-carboxamide FC(C1=NC(=NO1)C=1C=C2CCC(C2=CC1)NC(=O)C1=NN(N=C1C)CC)F